3-((4-(5-(3,4-difluorophenoxy)-2,2-dimethylpentanoyl)piperazin-1-yl)sulfonyl)benzoic acid methyl ester COC(C1=CC(=CC=C1)S(=O)(=O)N1CCN(CC1)C(C(CCCOC1=CC(=C(C=C1)F)F)(C)C)=O)=O